CC1=C(C(=CC(=C1)C)C)N1C(N(CC1)C1=C(C=C(C=C1C)C)C)=[Ru](=CC1=C(C=CC=C1)OC(C)C)(Cl)Cl [1,3-Bis-(2,4,6-trimethylphenyl)-2-imidazolidinylidene]dichloro(o-isopropoxyphenyl-methylene)ruthenium